6,6-dimethylpiperidin-3-ol CC1(CCC(CN1)O)C